dioxatetracyclo[11.2.1.0~1,10~.0~4,9~]hexadecane C123OOC4CCCCC4C1CCC(CC2)C3